(2R,3S)-2-(3-(5-methyl-1H-benzo[d]imidazol-1-yl)propyl)piperidin-3-ol dihydrochloride Cl.Cl.CC1=CC2=C(N(C=N2)CCC[C@H]2NCCC[C@@H]2O)C=C1